(S)-1-ethynyl-N-(1-methylcyclopropyl)-4-((2-methylthiazol-5-yl)methyl)-5-oxo-1,2,4,5-tetra-hydroimidazo[1,2-a]quinazoline-7-sulfonamide C(#C)[C@H]1CN=C2N1C1=CC=C(C=C1C(N2CC2=CN=C(S2)C)=O)S(=O)(=O)NC2(CC2)C